C(=C)C=1C=C(C=NC1)C(=O)O 5-ETHENYL-3-PYRIDINECARBOXYLIC ACID